C(#N)[C@@H]1C[C@@]2(CN1C([C@H](CC1CC1)NC(=O)C1C3CC3CN1C(=O)OC(C)(C)C)=O)C(NC1=CC=CC=C12)=O tert-butyl 2-(((S)-1-((3R,5'S)-5'-cyano-2-oxospiro[indoline-3,3'-pyrrolidine]-1'-yl)-3-cyclopropyl-1-oxopropan-2-yl)carbamoyl)-3-azabicyclo[3.1.0]hexane-3-carboxylate